C(C([2H])([2H])[2H])(=O)[2H] (1,2,2,2-2H4)Acetaldehyde